FC(C=1C=C(\C=C/[C@H]2CN(CC2)C(C=C)=O)C=CC1)(F)F |o1:7| (S*,Z)-1-(3-(3-(trifluoromethyl)styryl)pyrrolidin-1-yl)prop-2-en-1-one